FC=1C=C(C=CC1B1OC(C(O1)(C)C)(C)C)NC(OC(C)(C)C)=O tert-butyl (3-fluoro-4-(4,4,5,5-tetramethyl-1,3,2-dioxaborolan-2-yl)phenyl)carbamate